3,3',3''-((nitrilotris(methylene))tris(benzo[b]thiophene-3,5-diyl))tris(2-(pyrrolidin-3-yl)propanoic acid) N(CC=1C2=C(SC1)C=CC(=C2)CC(C(=O)O)C2CNCC2)(CC=2C1=C(SC2)C=CC(=C1)CC(C(=O)O)C1CNCC1)CC=1C2=C(SC1)C=CC(=C2)CC(C(=O)O)C2CNCC2